N-(2-((1S,3S)-3-aminocyclopentane-1-carboxamido)ethyl)-4-((3-(1-(2,2-difluoroethyl)-3-(trifluoromethyl)-1H-pyrazol-4-yl)imidazo[1,2-a]pyrazin-8-yl)amino)-2-ethylbenzamide formate C(=O)O.N[C@@H]1C[C@H](CC1)C(=O)NCCNC(C1=C(C=C(C=C1)NC=1C=2N(C=CN1)C(=CN2)C=2C(=NN(C2)CC(F)F)C(F)(F)F)CC)=O